n-butyl-cyclononane C(CCC)C1CCCCCCCC1